5-(4-chloro-2-fluorophenyl)-7-(2-(1-cyclopropyl-1H-pyrazol-4-yl)morpholino)-2-methylpyrido[3,4-d]pyridazin-1(2H)-one ClC1=CC(=C(C=C1)C1=NC(=CC2=C1C=NN(C2=O)C)N2CC(OCC2)C=2C=NN(C2)C2CC2)F